Cl.CC1(COC2(CCC(CC2)NC)OC1)C 4-(methylamino)cyclohexanone-2,2-dimethyltrimethylene ketal hydrochloride